1-[(2R,3R)-3-Amino-2-(2,3-dichlorophenyl)pyrrolidin-1-yl]-2-[3-cyclopropyl-5-(trifluoromethyl)pyrazol-1-yl]ethanone hydrochloride Cl.N[C@H]1[C@H](N(CC1)C(CN1N=C(C=C1C(F)(F)F)C1CC1)=O)C1=C(C(=CC=C1)Cl)Cl